4,3-Cresotic acid C1(=CC(=C(C=C1)O)C)C(=O)O